(2R,3R,11bR)-3-(tert-butoxy)-9-(cyclopentylmethoxy)-10-methoxy-1,3,4,6,7,11b-hexahydro-2H-pyrido[2,1-a]isoquinolin-2-ol C(C)(C)(C)O[C@H]1[C@@H](C[C@H]2N(CCC3=CC(=C(C=C23)OC)OCC2CCCC2)C1)O